5-(5-(6-methoxypyridin-3-yl)-1-propionyl-4,5-dihydro-1H-pyrazol-3-yl)-4-methylthiophene COC1=CC=C(C=N1)C1CC(=NN1C(CC)=O)C1=C(C=CS1)C